4-[4-(4-bromo-2-tert-butylphenoxy)-3-methoxyphenyl]-2H,6H,7H-pyrazolo[3,4-b]pyridin-6-one BrC1=CC(=C(OC2=C(C=C(C=C2)C=2C=3C(NC(C2)=O)=NNC3)OC)C=C1)C(C)(C)C